FC(OC1=C(C(=C(C=C1)C1=CN=C2N1C=CN=C2NC2=CC(=C(C(=O)N1CCC(CC1)C(=O)N1CCN(CC1)C(=O)OC(C)(C)C)C=C2)CC)F)F)F tert-Butyl 4-(1-(4-((3-(4-(difluoromethoxy)-2,3-difluorophenyl)imidazo[1,2-a]pyrazin-8-yl)amino)-2-ethylbenzoyl)piperidine-4-carbonyl)piperazine-1-carboxylate